2-(aminomethyl)-8-(2,5-dimethylpyrazol-3-yl)-N-[(5-fluoro-2,3-dihydrobenzofuran-4-yl)methyl]imidazo[1,2-c]pyrimidin-5-amine NCC=1N=C2N(C(=NC=C2C=2N(N=C(C2)C)C)NCC2=C(C=CC3=C2CCO3)F)C1